FC1=C(C=CC=C1)C1(CCCC1)NCC1=CC(=C(C=C1)O)CN1CCN(CC1)C 4-[[[1-(2-fluorophenyl)cyclopentyl]amino]methyl]-2-[(4-methylpiperazin-1-yl)methyl]phenol